ClC(C(C(C(F)(F)F)Cl)Cl)(F)F 1,2,3-trichloro-1,1,4,4,4-pentafluorobutane